4-fluoro-3-(4,4,5,5-tetramethyl-1,3,2-dioxaborolan-2-yl)aniline FC1=C(C=C(N)C=C1)B1OC(C(O1)(C)C)(C)C